3-methyl-1-phenyl-2(1H)pyridone CC=1C(N(C=CC1)C1=CC=CC=C1)=O